COC(=O)C=1SC=C(C1C(=O)OC)NC(=O)NC1=C(C=C(C(=C1)OCC=1C(=C(C=C2C=CN=CC12)F)F)OC)F 4-(3-(5-((6,7-difluoroisoquinolin-8-yl)methoxy)-2-fluoro-4-methoxyphenyl)ureido)thiophene-2,3-dicarboxylic acid dimethyl ester